(S)-4-(3-amino-2-(dimethylamino)propyl)phenol NC[C@H](CC1=CC=C(C=C1)O)N(C)C